{6-[3-(1-ethylpiperidin-4-yl)-5-fluorocinnolin-7-yl]-2-methylimidazo[1,2-b]pyridazin-8-yl}acetonitrile formate C(=O)O.C(C)N1CCC(CC1)C=1N=NC2=CC(=CC(=C2C1)F)C=1C=C(C=2N(N1)C=C(N2)C)CC#N